2-oxopyrrolidin-1-yl-propionic acid O=C1N(CCC1)C(C(=O)O)C